BrC=1C(=NC(=NC1)Cl)NC=1C(=C2N=CC=NC2=CC1)N N6-(5-bromo-2-chloropyrimidin-4-yl)quinoxaline-5,6-diamine